1-(9Z-octadecenoyl)-2-(9Z-tetradecenoyl)-glycero-3-phosphocholine CCCCCCCC/C=C\CCCCCCCC(=O)OC[C@H](COP(=O)([O-])OCC[N+](C)(C)C)OC(=O)CCCCCCC/C=C\CCCC